2-hydroxy-cyclohexyn OC1C#CCCC1